BrC1=CC=C(C=N1)NC(=O)[C@@H]1N(CCC1)C(=O)OC(C)(C)C tert-butyl (2R)-2-[(6-bromopyridin-3-yl)carbamoyl]pyrrolidine-1-carboxylate